N-methyl-(propan-2-yl)amine CNC(C)C